tert-butyl 4-hydroxy-3-(1-hydroxyethyl)benzoate Sodium borohydride [BH4-].[Na+].OC1=C(C=C(C(=O)OC(C)(C)C)C=C1)C(C)O